5-((1S,4S)-5-((4'-chloro-5,5-dimethyl-3,4,5,6-tetrahydro-[1,1'-biphenyl]-2-yl)methyl)-2,5-diazabicyclo[2.2.1]heptane-2-carbonyl)-2-(2,6-dioxopiperidin-3-yl)isoindoline-1,3-dione ClC1=CC=C(C=C1)C1=C(CCC(C1)(C)C)CN1[C@@H]2CN([C@H](C1)C2)C(=O)C=2C=C1C(N(C(C1=CC2)=O)C2C(NC(CC2)=O)=O)=O